(4-bromo-2-fluoro-6-(isopropylamino)phenyl)acetamide BrC1=CC(=C(C(=C1)NC(C)C)CC(=O)N)F